Anilino-2-styryl-3H-naphthol N(C1=CC=CC=C1)C1C(C(=C2C=CC=CC2=C1)O)C=CC1=CC=CC=C1